N1(CCC1)C(CC1=C(NC2=CC(=CC=C12)F)C)=O 1-(azetidin-1-yl)-2-(6-fluoro-2-methyl-1H-indol-3-yl)ethan-1-one